C(C1=CC=CC=C1)(C1=CC=CC=C1)OC(C1=CC=CC=C1)C1=CC=CC=C1 Benzhydryl ether